C(CCCCCCCCCCCCCCCCCCCCCCCC)(=O)OCCCCCCCCCCCCCCCC Hexadecan-1-yl Pentacosanoate